6-amino-9-benzyl-7-(3-fluoro-3-methyl-pyrrolidine-1-carbonyl)-2-(propylsulfonylamino)purin-8-one NC1=C2N(C(N(C2=NC(=N1)NS(=O)(=O)CCC)CC1=CC=CC=C1)=O)C(=O)N1CC(CC1)(C)F